[4,4-diethyl-1-[1-[(1R,2R)-2-[[(1R,2R)-2-hydroxyindan-1-yl]carbamoyl]cyclopropyl]-3-methoxypropyl]-6-oxo-hexahydropyrimidin-2-ylidene]ammonium C(C)C1(NC(N(C(C1)=O)C(CCOC)[C@H]1[C@@H](C1)C(N[C@H]1[C@@H](CC2=CC=CC=C12)O)=O)=[NH2+])CC